N-(adamantan-1-yl)-4-(carbazol-9-yl)benzothiazol-2-amine C12(CC3CC(CC(C1)C3)C2)NC=2SC3=C(N2)C(=CC=C3)N3C2=CC=CC=C2C=2C=CC=CC32